2-((2-(1-((2-(3-Amino-6-methoxypyridin-2-yl)ethyl)(tert-butoxycarbonyl)-amino)ethyl)-4-fluorophenyl)amino)-5-fluoro-4-(trifluoromethyl)benzoic acid NC=1C(=NC(=CC1)OC)CCN(C(C)C1=C(C=CC(=C1)F)NC1=C(C(=O)O)C=C(C(=C1)C(F)(F)F)F)C(=O)OC(C)(C)C